OC=1C(NC=NC1C[C@H](CO)C1=CC=C(C=C1)C#CC1=CC=C(C=C1)CN[C@@H]1COCC1)=O (S)-5-hydroxy-6-(3-hydroxy-2-(4-((4-((((S)-tetrahydrofuran-3-yl)amino)methyl)phenyl)ethynyl)phenyl)propyl)pyrimidine-4(3H)-one